4-((S)-2-Amino-4-methylpentanamido)benzyl-methoxy-3-oxo-3H-spiro[isobenzofuran-1,9'-xanthen] N[C@H](C(=O)NC1=CC=C(CC2=C(C=3C4(C5=CC=CC=C5OC3C=C2)OC(C2=CC=CC=C24)=O)OC)C=C1)CC(C)C